S(=O)(=O)(C1=CC=C(C)C=C1)C(C1=C(C=CC(=C1)F)F)[N+]#[C-] TOSYL-(2,5-DIFLUOROBENZYL) ISOCYANIDE